((3r,4r)-3-hydroxypiperidin-4-yl)-2,3-dihydroisoquinolin-4(1H)-one O[C@H]1CNCC[C@@H]1C1NCC(C2=CC=CC=C12)=O